[Cl-].C(C=C)(=O)NC(C[N+](C)(C)C)CC (2-acrylamidobutyl)trimethylammonium chloride